C(C1=CC=CC=C1)OC1=C(C=C(C=C1)C1=NC2=C3N=CC=CC3=CC=C2C=C1)C1=NC2=C3N=CC=CC3=CC=C2C=C1 4-benzyloxy-1,3-bis(1,10-phenanthroline-2-yl)benzene